N-(PIPERIDIN-2-YLMETHYL)METHANESULFONAMIDE N1C(CCCC1)CNS(=O)(=O)C